C(C1=CC=CC=C1)OC(=O)N[C@H](C(=O)OCC1=CC=CC=C1)CCCCO (S)-benzyl 2-(((benzyloxy) carbonyl) amino)-6-hydroxycaproate